3-(3-acetyl-1H-pyrrolo[2,3-b]pyridin-5-yl)-5-isopropylbenzenesulfonamide C(C)(=O)C1=CNC2=NC=C(C=C21)C=2C=C(C=C(C2)C(C)C)S(=O)(=O)N